FC(C1=NN=C(O1)C1=C(C(=C(C=C1)CN1N=NC(=C1)C=1C=C2C=C(N=CC2=CC1)N)F)F)F 6-[1-[[4-[5-(difluoromethyl)-1,3,4-oxadiazol-2-yl]-2,3-difluorophenyl]methyl]triazol-4-yl]isoquinolin-3-amine